1-[(2-vinylphenyl)methyl]pyrrolidine 8-(1-cyclopropyl-4-(diethylamino)-3,3-difluoro-4-oxobutyl)-1,4-dioxaspiro[4.5]dec-7-ene-7-carboxylate C1(CC1)C(CC(C(=O)N(CC)CC)(F)F)C1=C(CC2(OCCO2)CC1)C(=O)O.C(=C)C1=C(C=CC=C1)CN1CCCC1